Methyl 3-(3-hydroxyazetidine-1-yl)benzoate OC1CN(C1)C=1C=C(C(=O)OC)C=CC1